(2R)-1-[(4aR,8aS)-3,4,4a,5,6,7,8,8a-octahydro-2H-quinolin-1-yl]-4-amino-2-[cyclopropyl-[(2,4-dimethoxyphenyl)methyl]amino]butan-1-one N1(CCC[C@H]2CCCC[C@H]12)C([C@@H](CCN)N(CC1=C(C=C(C=C1)OC)OC)C1CC1)=O